2-Propoxyethanol benzyl-((8S,11S)-4,15-diacetyl-8-(ethylcarbamoyl)-2,10,17-tri-oxo-3,16-dioxa-4,9,15-triazaoctadecan-11-yl)carbamate C(C1=CC=CC=C1)N(C(=O)OCCOCCC)[C@H](C(N[C@@H](CCCN(OC(C)=O)C(C)=O)C(NCC)=O)=O)CCCN(OC(C)=O)C(C)=O